9-((4-(6-(Difluoromethoxy)-5-(6-(trifluoromethyl)picolinamido)-2H-indazol-2-yl)piperidine-1-yl)methyl)-3-azaspiro[5.5]undecan-3-carboxylate FC(OC=1C(=CC2=CN(N=C2C1)C1CCN(CC1)CC1CCC2(CCN(CC2)C(=O)[O-])CC1)NC(C1=NC(=CC=C1)C(F)(F)F)=O)F